C(C)(C)(C)C1N(CCN(C1C)C1=NC=C(C(=N1)NC1=C(C=CC=C1)S(=O)(=O)C)C(NC)=O)C(=O)OCC1=CC=2N(C=C1)C=NC2 Imidazo[1,5-a]pyridin-7-yl-methanol racemic-tert-butyl-3-methyl-4-(5-(methylcarbamoyl)-4-((2-(methylsulfonyl)phenyl)amino)pyrimidin-2-yl)piperazine-1-carboxylate